C1(CC1)C1=NC=NC(=C1B(O)O)OC(F)F [4-cyclopropyl-6-(difluoromethoxy)pyrimidin-5-yl]boronic acid